dipropyleneglycol n-butyl methyl ether COCC(OCC(C)OCCCC)C